C(C1=CC=CC=C1)OC=1C(C(=CN2C1C(N1[C@H](C=CC[C@H]2C1)C)=O)C(=O)O)=O (3S,7S)-12-(benzyloxy)-3-methyl-1,11-dioxo-1,6,7,11-tetrahydro-3H-2,7-methanopyrido[1,2-a][1,4]diazonine-10-carboxylic acid